4-((3',4'-diamino-6-fluoro-[1,1'-biphenyl]-3-yl)methyl)-8-methylphthalazin-1(2H)-one NC=1C=C(C=CC1N)C1=CC(=CC=C1F)CC1=NNC(C2=C(C=CC=C12)C)=O